C(C)(=O)N1C2=C(OC3(CC3)C1)C(=C(C(=C2C)F)C2=CC=NN2C)C#N 4-Acetyl-6-fluoro-5-methyl-7-(1-methyl-1H-pyrazol-5-yl)-3,4-dihydrospiro[benzo[b][1,4]oxazine-2,1'-cyclopropane]-8-carbonitrile